3,20-difluoro-14-methyl-10-[(methylsulfonyl)methyl]-13,18-dioxa-5,7,24-triazatetracyclo[17.3.1.12,6.18,12]pentacosa-1(23),2(25),3,5,8(24),9,11,19,21-nonaene FC=1C=2C=3C=CC(=C(OCCCC(OC4=CC(=CC(NC(=NC1)C2)=N4)CS(=O)(=O)C)C)C3)F